O=C1N(CCC(N1COCC[Si](C)(C)C)=O)C1=C2C=CN(C2=CC=C1)[C@H]1[C@H](CN(CC1)C(=O)OC(C)(C)C)F tert-Butyl (3S,4R)-4-(4-(2,4-dioxo-3-((2-(trimethylsilyl)ethoxy)methyl)tetrahydropyrimidin-1(2H)-yl)-1H-indol-1-yl)-3-fluoropiperidine-1-carboxylate